C(C)(C)(C)OC(=O)N1CC2(CC2)C[C@H]1C1=NC(=C2N1C=CN=C2N)C2=C(C=C(C=C2)C(NC2=NC=CC(=C2)OC)=O)F (S)-6-(8-amino-1-(4-((4-methoxypyridin-2-yl)carbamoyl)-2-fluorophenyl)imidazo[1,5-a]pyrazin-3-yl)-5-azaspiro[2.4]heptane-5-carboxylic acid tert-butyl ester